4-((5-chloropyridin-3-yl)methyl)piperazinacrylamido-2-hydroxypropylphosphonic acid ClC=1C=C(C=NC1)CN1CCN(CC1)C=CC(=O)NCC(CP(O)(O)=O)O